[Pd](Cl)Cl.NCCC1=CC=CC=C1 [2-(2-aminoethyl)benzene] palladium chloride